CCCCC(=O)N 4-methylbutyramide